F[C@H]1[C@H](CC[C@@H](C1)NCC=1C=2N(C=CC1)C=CN2)NCC2=CC1=C(N(C(N1C)=O)C)C=C2 5-((((1S,2R,4S)-2-Fluoro-4-((imidazo[1,2-a]pyridin-8-ylmethyl)amino)cyclohexyl)amino)methyl)-1,3-dimethyl-1,3-dihydro-2H-benzo[d]imidazol-2-one